O=C([C@H](C)NP(=O)(OC1=CC=CC=C1)C(C)C1=CC2=C(SC(=C2)C(=O)OCC=C)C=C1)OCCC Allyl 5-(1-((((S)-1-oxo-1-propoxypropan-2-yl)amino)(phenoxy)phosphoryl)ethyl)benzo[b]thiophene-2-carboxylate